3-iodo-2-{2-methoxypyrido[3,2-d]pyrimidin-8-yl}-1H,5H,6H,7H-pyrrolo[3,2-c]pyridin-4-one IC1=C(NC2=C1C(NCC2)=O)C2=CC=NC1=C2N=C(N=C1)OC